CC(CC)=O Butane-2-on